O\C=C(/C=O)\C(C)(C)C (Z)-2-(hydroxymethylene)-3,3-dimethylbutanal